(1R,4R,7R)-2-{2-[1-(Cyclopropylmethyl)-7-[2-(3,5-dimethyl-1H-pyrazol-4-yl)ethyl]-1H-indol-2-yl]-7-methoxy-1-methyl-1H-1,3-benzodiazol-5-carbonyl}-2-azabicyclo[2.2.1]heptan-7-amin C1(CC1)CN1C(=CC2=CC=CC(=C12)CCC=1C(=NNC1C)C)C1=NC2=C(N1C)C(=CC(=C2)C(=O)N2[C@@H]1CC[C@H](C2)[C@H]1N)OC